5-Isopropyl-isoxazole-3-carboxylic acid C(C)(C)C1=CC(=NO1)C(=O)O